1,4-Diisocyanato-cyclohexan N(=C=O)C1CCC(CC1)N=C=O